C1(CC1)C1=CC=C(C=C1)[C@@H]1[C@H](C1)B1OC(C(O1)(C)C)(C)C |r| racemic-2-[(1S,2S)-2-(4-cyclopropylphenyl)cyclopropyl]-4,4,5,5-tetramethyl-1,3,2-dioxaborolane